5-hydroxypyridine-2-carboxamide OC=1C=CC(=NC1)C(=O)N